FC1=CC=C(C=C1)C=1C=NC2=CC=NC=C2C1 3-(4-fluorophenyl)-1,6-naphthyridin